C(#C)C=1C=CC2=C(C(=N[C@@H](C=3N2C=NC3C3=NC(=NO3)C)C)C3=NC=CC=C3)C1 (R)-5-(8-ethynyl-4-methyl-6-(pyridin-2-yl)-4H-benzo[f]imidazo[1,5-a][1,4]diazepin-3-yl)-3-methyl-1,2,4-oxadiazole